CC1=C(N=NN1C1=C2C=CC=NC2=CC=C1)C(=O)NC1=CC(=NC=C1)C(F)(F)F 5-methyl-1-(quinolin-5-yl)-N-(2-(trifluoromethyl)pyridin-4-yl)-1H-1,2,3-triazole-4-carboxamide